ClC1=C(C=C2C=C(N=CC2=C1)NC(=O)C1CC12CCOCC2)N2CCN(CC2)C2(COCC2O)C N-(7-chloro-6-(4-(4-hydroxy-3-methyltetrahydrofuran-3-yl)piperazin-1-yl)isoquinolin-3-yl)-6-oxaspiro[2.5]octane-1-carboxamide